1-[(3-hydroxy-3-methylcyclobutyl) methyl]-1H-pyrrolo[2,3-b]pyridine-2-carboxylate OC1(CC(C1)CN1C(=CC=2C1=NC=CC2)C(=O)[O-])C